N-([1,1'-biphenyl]-4-yl)-9,9-dimethyl-3-phenyl-9H-fluoren-2-amine C1(=CC=C(C=C1)NC1=CC=2C(C3=CC=CC=C3C2C=C1C1=CC=CC=C1)(C)C)C1=CC=CC=C1